ClC1=NC=C(C(=N1)NC1=CC2=C(NC(N2)=O)C=C1)F 5-(2-chloro-5-fluoropyrimidin-4-ylamino)-1H-benzo[d]imidazol-2(3H)-one